B([O-])(O)O.C(C(=O)O)(=O)O.C(C(=O)O)(=O)O.[Na+].C(C)OP(=O)(O)O.P1(=O)(OCCO1)O ethylene phosphate Ethyl-phosphate Sodium bisoxalate borate